C1C(CC12CCC1(OCCO1)CC2)N2C(N(N=C2C)COCC[Si](C)(C)C)=O 4-(8,11-dioxadispiro[3.2.47.24]tridecan-2-yl)-5-methyl-2-((2-(trimethylsilyl)ethoxy)methyl)-2,4-dihydro-3H-1,2,4-triazol-3-one